FC1CN(C1)C(CC1=CC=C(C=C1)NC=1N=CC2=C(N1)CN(CC2)C2=C(C1=C(OCCN1)N=C2)C)=O 1-(3-fluoroazetidin-1-yl)-2-{4-[(7-{8-methyl-1H,2H,3H-pyrido[2,3-b][1,4]oxazin-7-yl}-5H,6H,7H,8H-pyrido[3,4-d]pyrimidin-2-yl)amino]phenyl}ethan-1-one